phenyl-9-borabicyclo[3.3.1]nonane C1(=CC=CC=C1)C12CCCC(CCC1)B2